2-(4-(adamantan-1-yl)phenyl)-4-(6-(4,6-diphenyl-1,3,5-triazin-2-yl)naphthalen-1-yl)-6-phenyl-1,3,5-triazine C12(CC3CC(CC(C1)C3)C2)C2=CC=C(C=C2)C2=NC(=NC(=N2)C2=CC=CC3=CC(=CC=C23)C2=NC(=NC(=N2)C2=CC=CC=C2)C2=CC=CC=C2)C2=CC=CC=C2